ClC1=CC=C(C=C1)C=1N=C2N(C=CC=C2)C1CC12CNCC(N1C1(CC(=CC=C1)C=O)OC(F)(F)F)C2 3-{[2-(4-Chlorophenyl)imidazo[1,2-a]pyridin-3-yl]methyl-3,6-diazabicyclo[3.1.1]hept-6-yl}[3-(trifluoromethoxy)phenyl]methanone